FC1=C(C=CC=C1)S(=O)(=O)N1C=C(C2=CC=CC=C12)C=O 1-(2-fluorophenylsulfonyl)-1H-indole-3-carbaldehyde